2-bromoethyl heptadec-9-yl phosphate P(=O)(OCCBr)(OC(CCCCCCCC)CCCCCCCC)[O-]